BrC1=C(C=C(C(=O)N2CC=3N=C(N(C(C3C[C@H]2C)=O)C2=CC=C(C(=O)NC)C=C2)NC(C)C=C)C=C1)C(F)(F)F 4-((6R)-7-(4-bromo-3-(trifluoromethyl)benzoyl)-2-(but-3-en-2-ylamino)-6-methyl-4-oxo-5,6,7,8-tetrahydropyrido[3,4-d]pyrimidin-3(4H)-yl)-N-methylbenzamide